C12(CC3CC(CC(C1)C3)C2)C2=NNC=C2 3-((3S,5S)-adamantan-1-yl)-1H-pyrazol